Cl.C[NH2+]C N-methyl-methylammonium hydrochloride